(5-methyl-1H-benzo[d]imidazol-2-yl)methanamine CC1=CC2=C(NC(=N2)CN)C=C1